5-acetyl-3-ethoxy-1-ethylpyridin-2(1H)-one C(C)(=O)C=1C=C(C(N(C1)CC)=O)OCC